CS(=O)(=O)C(C(=O)N)C 2-(methylsulfonyl)-propanamid